7-isohexyl-1,4-dimethyl-azulene C(CCC(C)C)C1=CC=C(C2=CC=C(C2=C1)C)C